ClC=1C(=CC2=C(N(C(N=C2NS(=O)(=O)C2=C(C(=C(C(=C2OC)F)F)F)F)=O)C=2C(=NC=CC2C)C(C)C)N1)F N-[7-chloro-6-fluoro-1-(2-isopropyl-4-methyl-3-pyridyl)-2-oxo-pyrido[2,3-d]pyrimidin-4-yl]-2,3,4,5-tetrafluoro-6-methoxy-benzenesulfonamide